C(C)(=O)C1=NC=C(C(C1OCC)=O)OCC 2-acetyl-3,5-diethoxypyridine-4-one